[C@@H]1([C@H](O)[C@H](O)[C@@H](CO)O1)N1C=NC=2C(N)=NC=NC12 adenosylalcohol